tributylphosphonium bis(2-ethylhexyl)phosphate tert-butyl-N-[trans-4-[[6-bromo-3-[(Z)-N'-(2-chloro-5-fluoro-phenyl)carbamimidoyl]pyrrolo[1,2-b]pyridazin-4-yl]amino]cyclohexyl]carbamate C(C)(C)(C)OC(N[C@@H]1CC[C@H](CC1)NC=1C=2N(N=CC1/C(/N)=N/C1=C(C=CC(=C1)F)Cl)C=C(C2)Br)=O.C(C)C(COP(=O)(OCC(CCCC)CC)[O-])CCCC.C(CCC)[PH+](CCCC)CCCC